CN(CCCCCCCN)C N,N-dimethyl-1,7-heptanediamine